S(N)(OC[C@H]1OC(O[C@H]1C1=C(C=CC=C1)Cl)(C)C)(=O)=O ((4R,5S)-5-(2-chlorophenyl)-2,2-dimethyl-1,3-dioxolan-4-yl)methyl sulfamate